N-(2-((8-(4-(trifluoromethyl)phenyl)pyrido[3,4-b]pyrazin-5-yl)amino)ethyl)methanesulfonamide FC(C1=CC=C(C=C1)C1=CN=C(C2=NC=CN=C21)NCCNS(=O)(=O)C)(F)F